C(C1=CC=CC=C1)N1CCC(CC1)CCNC(=O)N1C[C@@H](N(CC1)C1=CC(=C(C(=C1)F)F)F)C (3S)-N-[2-(1-benzylpiperidin-4-yl)ethyl]-3-methyl-4-(3,4,5-trifluorophenyl)piperazine-1-carboxamide